2,2-difluoroethan-1-ol, D-tartrate salt C(=O)(O)[C@@H](O)[C@H](O)C(=O)O.FC(CO)F